O=C1NCC(OC2=C1C=CC(=C2)B(O)O)C(F)(F)F (5-oxo-2-(trifluoromethyl)-2,3,4,5-tetrahydrobenzo[f][1,4]oxazepin-8-yl)boronic acid